5-((1R,4R)-5-(azetidin-3-ylmethyl)-2,5-diazabicyclo[2.2.1]heptan-2-yl)-2-(2,6-dioxopiperidin-3-yl)isoindoline-1,3-dione N1CC(C1)CN1[C@H]2CN([C@@H](C1)C2)C=2C=C1C(N(C(C1=CC2)=O)C2C(NC(CC2)=O)=O)=O